N1=CC=C(C=C1)CNC(=O)NC1=CC=C(C=C1)S(=O)(=O)C1=CC(=CC=C1)C(F)(F)F 1-(Pyridin-4-ylmethyl)-3-(4-((3-(trifluoromethyl)phenyl)sulfonyl)phenyl)urea